BrC1=C(C(=C(C#N)C(=C1)OCOC)F)C=O 4-bromo-2-fluoro-3-formyl-6-(methoxymethoxy)benzonitrile